(6-Trifluoromethoxy-benzothiazol-2-yl)-succinamic acid FC(OC1=CC2=C(N=C(S2)C(C(=O)O)CC(=O)N)C=C1)(F)F